piperidin-4-ylmethyl 4-(((2-(6-(4-ethylphenoxy) pyridin-3-yl) cyclopropyl) amino) methyl)-4-fluoropiperidine-1-carboxylate C(C)C1=CC=C(OC2=CC=C(C=N2)C2C(C2)NCC2(CCN(CC2)C(=O)OCC2CCNCC2)F)C=C1